N-methyl-3-[(2R,5S)-5-methyl-1-[2-[(5-methyl-3-pyridyl)amino]-2-oxo-acetyl]-2-piperidyl]benzamide CNC(C1=CC(=CC=C1)[C@@H]1N(C[C@H](CC1)C)C(C(=O)NC=1C=NC=C(C1)C)=O)=O